amino-acetylacetone NC(C(C)=O)C(C)=O